COC1=CC=C(C=C1)C(=O)C1=C(OC2=C1C=CC=C2)CCCC (2-butyl-benzofuran-3-yl) (4-methoxyphenyl) ketone